2-{3-[(4-methanesulfonyl-phenyl)amino]prop-1-yn-1-yl}-N-(1-methylpyrrolidin-3-yl)-1-(2,2,2-trifluoroethyl)-1H-indol-4-amine CS(=O)(=O)C1=CC=C(C=C1)NCC#CC=1N(C=2C=CC=C(C2C1)NC1CN(CC1)C)CC(F)(F)F